BrC1=NN(C(=C1)CO)C[C@@H](COCCCO[Si](C1=CC=CC=C1)(C1=CC=CC=C1)C(C)(C)C)NC(OC(C)(C)C)=O tert-butyl N-[(1S)-1-[[3-bromo-5-(hydroxymethyl)pyrazol-1-yl]methyl]-2-[3-[tert-butyl(diphenyl)silyl]oxypropoxy]ethyl]carbamate